diallylketone C(C=C)C(=O)CC=C